C(C)(C)(C)OC(=O)NCCCCN(CCCCCCCCC(=O)OCCCCC)CCCCC(=O)OC(CCCCCCCC)CCCCCCCC Pentyl 9-((4-((tert-butoxycarbonyl)amino)butyl)(5-(heptadecan-9-yloxy)-5-oxopentyl)amino)nonanoate